9-(2-ethylhexyl)-3,6-divinyl-9H-carbazole C(C)C(CN1C2=CC=C(C=C2C=2C=C(C=CC12)C=C)C=C)CCCC